FC1(CN(C1)C=1N=CC=2NC(=NC=3C(=NNC3C2C1)C)C1=C(C=CC=C1F)F)F 13-(3,3-difluoroazetidin-1-yl)-8-(2,6-difluorophenyl)-5-methyl-3,4,7,9,12-pentazatricyclo[8.4.0.02,6]tetradeca-1(10),2(6),4,7,11,13-hexaene